1-((tert-butylsulfinyl)imino)-8-azaspiro[4.5]decane-8-carboxylic acid tert-butyl ester C(C)(C)(C)OC(=O)N1CCC2(CCCC2=NS(=O)C(C)(C)C)CC1